BrC=1C=C(C(=C(C1)[C@H](CC(=O)OCC)N[S@@](=O)C(C)(C)C)F)C(F)(F)F ethyl (3S)-3-[5-bromo-2-fluoro-3-(trifluoromethyl)phenyl]-3-{[(S)-2-methylpropane-2-sulfinyl]amino}propanoate